methyl 5-bromo-2-(3,3-difluorocyclopentyl)-2H-indazole-3-carboxylate BrC1=CC2=C(N(N=C2C=C1)C1CC(CC1)(F)F)C(=O)OC